4-[2-(6-nitro-3-pyridyl)-2,6-diazaspiro[3.3]heptan-6-yl]benzaldehyde [N+](=O)([O-])C1=CC=C(C=N1)N1CC2(C1)CN(C2)C2=CC=C(C=O)C=C2